CC1=NN2C(N=C(C=C2)N2CCOCCC2)=C1C(=O)N (R)-2-methyl-(1,4-oxaazepan-4-yl)pyrazolo[1,5-a]pyrimidine-3-carboxamide